F[C@@H]1[C@@]2(CCC[C@](C[C@H]1C(=C)C=1N=CC(=NC1)C=1C(=CC(=NC1)N1C=NC=C1)O)(N2)C)C 5-(5-(1-((1S,2S,3S,5R)-2-fluoro-1,5-dimethyl-9-azabicyclo[3.3.1]non-3-yl)vinyl)pyrazin-2-yl)-2-(1H-imidazol-1-yl)pyridin-4-ol